propyl-methyl-acrylic acid potassium salt [K+].C(CC)C=C(C(=O)[O-])C